Isobutyl salicylate (isobutyl 2-hydroxybenzoate) C(C(C)C)C=1C(=C(C(=O)O)C=CC1)O.C(C=1C(O)=CC=CC1)(=O)OCC(C)C